OC1(CC(C1)C(=O)N1CC2(C1)CCC(CC2)(C2=CC(=CC=C2)C(C)C)O)C ((1s,3s)-3-Hydroxy-3-methylcyclobutyl)(7-hydroxy-7-(3-isopropylphenyl)-2-azaspiro[3.5]nonan-2-yl)methanon